ClC=1C(=NC=C(C1)C1=CC(=CC=C1)COC=1C=C2CN(C(C2=CC1)=O)C1CCCC1)C(=O)O 3-Chloro-5-{3-[(2-cyclopentyl-1-oxoisoindolin-5-yloxy)methyl]phenyl}pyridine-2-carboxylic acid